5-(2,4-dimethoxyphenyl)-N-[3-fluoro-4-[(7-methoxy-1,5-naphthyridin-4-yl)oxy]phenyl]-4-hydroxy-6-methylpyridine-3-carboxamide COC1=C(C=CC(=C1)OC)C=1C(=C(C=NC1C)C(=O)NC1=CC(=C(C=C1)OC1=CC=NC2=CC(=CN=C12)OC)F)O